4-((6-chloro-3-cyclopropylpyridazin-4-ylamino)methyl)piperidine-1-carboxylic acid butyl ester C(CCC)OC(=O)N1CCC(CC1)CNC1=C(N=NC(=C1)Cl)C1CC1